ClC=1C=C(C=CC1)C([C@H](OC(=O)N[C@H](C(=O)N[C@H](C(=O)OC)C[C@H]1C(NCC1)=O)CC1CCCCC1)C1=CC=CC=C1)(F)F methyl (S)-2-((S)-2-((((R)-2-(3-chlorophenyl)-2,2-difluoro-1-phenylethoxy)carbonyl)amino)-3-cyclohexylpropanamido)-3-((S)-2-oxopyrrolidin-3-yl)propanoate